BrC=1C=CC(=C(C1)NC(=O)NC1=CC(=NC=C1)Br)CO 1-(5-bromo-2-hydroxymethylphenyl)-3-(2-bromopyridin-4-yl)urea